spiro[4.5]deca-1,3-diene C1=CC=CC12CCCCC2